N,N'-bis-(3,5-di-tert-butyl-4-hydroxyphenylpropionyl)hydrazine C(C)(C)(C)C=1C=C(C=C(C1O)C(C)(C)C)CCC(=O)NNC(CCC1=CC(=C(C(=C1)C(C)(C)C)O)C(C)(C)C)=O